6-(3-isopropyl-2-(2-methylpyridin-4-yl)-1H-indol-5-yl)pyridazin-3-amine C(C)(C)C1=C(NC2=CC=C(C=C12)C1=CC=C(N=N1)N)C1=CC(=NC=C1)C